ClC=1C=C(C=CC1F)NC(=O)C1=C(N=CN1C)C1CC2CC(CC2C1)(C1=CC(=NN1C)C(C(F)(F)F)O)O N-(3-chloro-4-fluorophenyl)-4-(5-hydroxy-5-(1-methyl-3-(2,2,2-trifluoro-1-hydroxyethyl)-1H-pyrazol-5-yl)octahydropentalen-2-yl)-1-methyl-1H-imidazole-5-carboxamide